5-methyloxazol CC1=CN=CO1